OCP(OCC)(OCC)=O Diethyl (hydroxymethyl)phosphonate